Cl.C1NCC2=CC(=CC=C12)CN(C)C 1-(isoindolin-5-yl)N,N-dimethylmethylamine hydrochloride